(7-(hydroxymethyl)quinoline-4-carbonyl)glycine tert-butyl ester C(C)(C)(C)OC(CNC(=O)C1=CC=NC2=CC(=CC=C12)CO)=O